4-Fluoro-2H-spiro[benzofuran-3,1'-cyclopropane]-7-carboxylic acid methyl ester COC(=O)C1=CC=C(C2=C1OCC21CC1)F